5-(4-((3-ethyl-2-oxo-3,4-dihydro-1,6-naphthyridin-7-yl)methyl)piperazin-1-yl)-6-methyl-N-(methyl-d3)pyridine-2-carboxamide C(C)C1C(NC2=CC(=NC=C2C1)CN1CCN(CC1)C=1C=CC(=NC1C)C(=O)NC([2H])([2H])[2H])=O